nicotinamide tartrate C(=O)(O)C(O)C(O)C(=O)O.C(C1=CN=CC=C1)(=O)N